NC1CC(C1)OC1=CC=C(C=C1)C1(CCS(CC1)(=O)=O)C1=CC=C(C=C1)O 4-(4-(3-aminocyclobutoxy)phenyl)-4-(4-hydroxyphenyl)tetrahydro-2H-thiopyran 1,1-dioxide